(S)-2-((tert-butoxycarbonyl)amino)-3-(4-cyclopropyloxyphenyl)propanoic acid methyl ester COC([C@H](CC1=CC=C(C=C1)OC1CC1)NC(=O)OC(C)(C)C)=O